NC(CP(O)(O)=O)C(=O)OC (2-amino-3-methoxy-3-oxopropyl)phosphonic acid